NC1=NC=CC=C1C1=NC=2C(=NC(=C(C2)C)C2=CC=CC=C2)N1C1=CC=C(C=C1)C1CN(C1)C[C@@H]1CC[C@H](CC1)C(=O)O trans-4-[[3-[4-[2-(2-amino-3-pyridyl)-6-methyl-5-phenyl-imidazo[4,5-b]pyridin-3-yl]phenyl]azetidin-1-yl]methyl]cyclohexanecarboxylic acid